2-allyl-6-((3,3-dimethylisoindolin-5-yl)amino)-1-(6-(2-hydroxypropan-2-yl)pyridin-2-yl)-1,2-dihydro-3H-pyrazolo[3,4-d]pyrimidin-3-one C(C=C)N1N(C2=NC(=NC=C2C1=O)NC=1C=C2C(NCC2=CC1)(C)C)C1=NC(=CC=C1)C(C)(C)O